3-(3-(5-methyl-2-(((perfluorophenyl)methoxy)methyl)phenyl)-4-oxothiazolidin-2-ylidene)urea CC=1C=CC(=C(C1)N1C(SCC1=O)=NC(N)=O)COCC1=C(C(=C(C(=C1F)F)F)F)F